[4-[(1r,5s)-3-tetrahydropyran-4-yl-3-azabicyclo[3.1.0]hex-1-yl]phenyl]boronic acid O1CCC(CC1)N1C[C@@]2(C[C@@H]2C1)C1=CC=C(C=C1)B(O)O